NC(C)C (-)-2-aminopropane